C=CCCCCCCC trans-non-1-ene